((5-((3-nitrobenzyl)thio)-4-phenyl-4H-1,2,4-triazol-3-yl)methyl)-9H-carbazole [N+](=O)([O-])C=1C=C(CSC=2N(C(=NN2)CC2=CC=CC=3C4=CC=CC=C4NC23)C2=CC=CC=C2)C=CC1